(R)-N-(4-(chlorodifluoromethoxy)phenyl)-6-(3-hydroxypyrrolidin-1-yl)-5-(1-methyl-1H-imidazole-4-carboxamido)nicotinamide ClC(OC1=CC=C(C=C1)NC(C1=CN=C(C(=C1)NC(=O)C=1N=CN(C1)C)N1C[C@@H](CC1)O)=O)(F)F